BrC1=CC=C(S1)CN1C=NN(C1=O)C\C(\CNC(OC(C)(C)C)=O)=C\F tert-butyl (E)-(2-((4-((5-bromothiophen-2-yl)methyl)-5-oxo-4,5-dihydro-1H-1,2,4-triazol-1-yl)methyl)-3-fluoroallyl)carbamate